ClC=1N=C(SC1)C=1N=NN(C1)[C@@H]1[C@H]([C@@H](SC=2C(=NC=C(C2)Br)C#N)O[C@@H]([C@@H]1O)CO)OC 5-bromo-2-cyanopyridin-3-yl 3-[4-(4-chlorothiazol-2-yl)-1H-1,2,3-triazol-1-yl]-3-deoxy-2-O-methyl-1-thio-alpha-D-galactopyranoside